gold-platinum-nickel [Ni].[Pt].[Au]